C(C1CO1)OCC1CCC(CC1)COCC1CO1 1,4-bis((2,3-epoxypropoxy)-methyl)cyclohexane